C(C)(C)(C)[N+]1=CC=CC=C1 1-(t-butyl)pyridinium